(2S)-2-acetamido-3-(3-(methylsulfonyl)phenyl)propanoic acid C(C)(=O)N[C@H](C(=O)O)CC1=CC(=CC=C1)S(=O)(=O)C